CC1=C(N=CC(=N1)C1=CNC2=C(C=CC=C12)C#N)OCC1(COC1)C 3-[6-methyl-5-[(3-methyloxetan-3-yl)methoxy]pyrazin-2-yl]-1H-indole-7-carbonitrile